2-(3-(2-methoxyethyl)ureido)ethyl acrylate C(C=C)(=O)OCCNC(=O)NCCOC